[(2R,3S,4R,5R)-3,4-dihydroxy-5-(6-phenyl-purin-9-yl)tetrahydro-furan-2-yl]methoxy-methylphosphonic acid O[C@@H]1[C@H](O[C@H]([C@@H]1O)N1C2=NC=NC(=C2N=C1)C1=CC=CC=C1)COCP(O)(O)=O